CC1=CC=C(C=C1)S(=O)(=O)OCCOCCOCCOCCOCCOCCOCCOCCOCCOCCOCCN(C(=O)OC(C)(C)C)C(=O)OC(C)(C)C 2-[2-[2-[2-[2-[2-[2-[2-[2-[2-[2-[bis(tert-butoxycarbonyl)amino]ethoxy]ethoxy]ethoxy]ethoxy] ethoxy]ethoxy]ethoxy] ethoxy]ethoxy]ethoxy]ethyl 4-methylbenzenesulfonate